C1(CC1)C(C#N)(C)O[Si](C)(C)C 2-cyclopropyl-2-[(trimethylsilyl)oxy]propanenitrile